tert-butyl (2S,5R)-5-(aminomethyl)-4-(bis(4-fluorophenyl)methyl)-2-methylpiperazine-1-carboxylate NC[C@H]1N(C[C@@H](N(C1)C(=O)OC(C)(C)C)C)C(C1=CC=C(C=C1)F)C1=CC=C(C=C1)F